tert-Butyl 4-[2-(2,6-dioxopiperidin-3-yl)-3-oxo-1H-isoindol-5-yl]-3,6-dihydro-2H-pyridine-1-carboxylate O=C1NC(CCC1N1CC2=CC=C(C=C2C1=O)C=1CCN(CC1)C(=O)OC(C)(C)C)=O